C(C)(C)NS(=O)(=O)C=1C=C(C=CC1)NC(C1=C(N=CC=C1)N1CCC2(CC2)CC1)=O N-(3-(N-isopropylsulfamoyl)phenyl)-2-(6-azaspiro[2.5]octan-6-yl)nicotinamide